6-methyl-4-(4,4,5,5-tetramethyl-1,3,2-dioxaborolan-2-yl)-1-toluenesulfonyl-1H-pyrrolo[2,3-b]pyridine CC1=CC(=C2C(=N1)N(C=C2)S(=O)(=O)CC2=CC=CC=C2)B2OC(C(O2)(C)C)(C)C